tert-butyl (R)-7-(4-((1-(3-cyano-2-methylphenyl)ethyl)amino)-7-methoxy-2-methylquinazolin-6-yl)-2,7-diazaspiro[3.5]nonane-2-carboxylate C(#N)C=1C(=C(C=CC1)[C@@H](C)NC1=NC(=NC2=CC(=C(C=C12)N1CCC2(CN(C2)C(=O)OC(C)(C)C)CC1)OC)C)C